C(CCC)OC1=C(C=NC=C1)[N+](=O)[O-] 4-butoxy-3-nitropyridine